2-(6-(cyclopropyl((1R,3S,5S)-1,5-dimethyl-9-azabicyclo[3.3.1]nonan-3-yl)amino)pyridazin-3-yl)-3-fluoro-5-(6-methoxypyridazin-4-yl)phenol C1(CC1)N(C1=CC=C(N=N1)C1=C(C=C(C=C1F)C1=CN=NC(=C1)OC)O)C1C[C@]2(CCC[C@@](C1)(N2)C)C